C(C1=CC=CC=C1)OC=1C=NC=CC1 3-(benzyloxy)pyridine